5-(3-(((S)-1-(1H-tetrazol-1-yl)propan-2-yl)oxy)-4-chlorophenyl)-N-(3-(3-(methylsulfonyl)propoxy)-1-((1r,4r)-4-morpholinocyclohexyl)-1H-pyrazol-4-yl)pyrimidin-2-amine N1(N=NN=C1)C[C@H](C)OC=1C=C(C=CC1Cl)C=1C=NC(=NC1)NC=1C(=NN(C1)C1CCC(CC1)N1CCOCC1)OCCCS(=O)(=O)C